tert-butyl (R)-2-(((4-chloro-2-methylphenyl)amino)methyl)morpholine-4-carboxylate ClC1=CC(=C(C=C1)NC[C@@H]1CN(CCO1)C(=O)OC(C)(C)C)C